NC([C@H](C[C@H]1C(NCCC1)=O)NC([C@H](CC(C)(C)C)N1C(=CC2=C(C=CC(=C12)Cl)OC)C(=O)N)=O)=O ((S)-1-(((S)-1-amino-1-oxo-3-((S)-2-oxopiperidin-3-yl)propan-2-yl)amino)-4,4-dimethyl-1-oxopentan-2-yl)-7-chloro-4-methoxy-1H-indole-2-carboxamide